FC1=C(CC2=NC3=C(N2C[C@H]2OCC2)C=C(C=C3)C(=O)O)C=C(C(=C1)C1=NC(=CC=C1)OCC=1SC=C(C1)C(F)(F)F)F (S)-2-(2,5-difluoro-4-(6-((4-(trifluoromethyl)thiophen-2-yl)methoxy)pyridin-2-yl)benzyl)-1-(oxetan-2-ylmethyl)-1H-benzo[d]imidazole-6-carboxylic acid